C(C)(C)(C)OC(=O)N1CCC(CC1)C1=CC=C(C=C1)NC=1N=C(N=NC1C(N)=O)N1CCCCC1 4-(4-((6-carbamoyl-3-(piperidin-1-yl)-1,2,4-triazine-5-yl)amino)phenyl)piperidin-1-carboxylic acid tert-butyl ester